C(C=C)(=O)N(CCS(=O)(=O)O)C.NCCS(=O)(=O)OCC(=O)C=C acryl-methyl taurate (acryloyl methyl taurate)